(1R,3S,5R)-2-(2-(4-amino-6-(4-fluorophenyl)-9H-pyrimido[4,5-b]indol-9-yl)acetyl)-N-(6-bromopyridin-2-yl)-2-azabicyclo[3.1.0]hexane-3-carboxamide NC1=NC=NC=2N(C3=CC=C(C=C3C21)C2=CC=C(C=C2)F)CC(=O)N2[C@@H]1C[C@@H]1C[C@H]2C(=O)NC2=NC(=CC=C2)Br